methacrylamidopropyltrimethyl-ammonium C(C(=C)C)(=O)NCCC[N+](C)(C)C